NC1=NCN(C2=CC=CC(=C12)F)C1=C2C=CN=C(C2=CC=C1C)NC1=C(C(=CC=C1)Cl)F 4-amino-N-(1-((3-chloro-2-fluorophenyl)amino)-6-methylisoquinolin-5-yl)-5-fluoroquinazoline